7-(isopropylamino)-2-(pyridin-3-yl)pyrazolo[1,5-a]pyrimidine-6-carboxylic acid ethyl ester C(C)OC(=O)C=1C=NC=2N(C1NC(C)C)N=C(C2)C=2C=NC=CC2